(5R)-4-(5-bromo-3-fluoro-2-nitrophenyl)-5-methylmorpholin-3-one BrC=1C=C(C(=C(C1)N1C(COC[C@H]1C)=O)[N+](=O)[O-])F